ethyl 2-[3-(2-bromoacetyl)chroman-8-yl]acetate BrCC(=O)C1COC2=C(C=CC=C2C1)CC(=O)OCC